C(C)(=O)N[C@@H](CC(=O)O)C(=O)O (+)-N-Acetyl-L-aspartic acid